O1CCN(CC1)CC1=CC2=C(N=C(N=C2NC=2N=CN(C2)C2=CC(=C(C(=C2)OC)OC)OC)N2[C@@H](CCC2)C(=O)N)S1 (S)-1-(6-(morpholinomethyl)-4-((1-(3,4,5-trimethoxyphenyl)-1H-imidazol-4-yl)amino)thieno[2,3-d]pyrimidin-2-yl)pyrrolidine-2-carboxamide